[(3-chloro-2-methoxyphenyl)amino]-1H,5H,6H,7H-pyrrolo[3,2-c]pyridin-4-one ClC=1C(=C(C=CC1)NN1C=CC=2C(NCCC21)=O)OC